P(O)(=O)(OP(=O)(O)OP(=O)(O)O)OC[C@@H]1[C@H](C[C@@H](O1)N1C(=O)N=C(N)N=C1)O 5-aza-2'-deoxy-cytidine-triphosphate